ClC=1C=C(C=2N(N1)C(=CN2)F)[C@@H]2[C@H](C2)C2=CC1=C(N=C(S1)C)C=C2 6-((1S,2S)-2-(6-chloro-3-fluoroimidazo[1,2-b]pyridazin-8-yl)cyclopropyl)-2-methylbenzo[d]thiazole